C(#N)C1=CC(=C(COC2=C(C=C(C(=N2)N2C=NN(CC2)CC2=NC3=C(N2C[C@H]2OCC2)C=C(C=C3)C(=O)O)F)F)C=C1)F (S)-2-((4-(6-((4-cyano-2-fluorobenzyl)oxy)-3,5-difluoropyridin-2-yl)-5,6-dihydro-1,2,4-triazin-1(4H)-yl)methyl)-1-(oxetan-2-ylmethyl)-1H-benzo[d]Imidazole-6-carboxylic acid